((1-((6-chloropyridin-3-yl)amino)isoquinolin-6-yl)imino)(methyl)(tetrahydro-2H-pyran-4-yl)-λ6-sulfanone ClC1=CC=C(C=N1)NC1=NC=CC2=CC(=CC=C12)N=S(=O)(C1CCOCC1)C